CC(C)(CO)NCC(CS(=O)(=O)O)O N-(1,1-Dimethyl-2-hydroxyethyl)-3-amino-2-hydroxypropanesulphonic acid